COC1=CC=C(C=C1)C1=NOC(=N1)N1CCC(CC1)C(=O)NC[C@H]1CNCC1 (R)-1-(3-(4-methoxyphenyl)-1,2,4-oxadiazol-5-yl)-N-(pyrrolidin-3-ylmethyl)piperidine-4-carboxamide